C(C)OC(CCN(C(CC(=O)OCC)=O)CC)=O ethyl 3-((3-ethoxy-3-oxopropyl) (ethyl) amino)-3-oxopropionate